C1(=CC=CC=C1)N(C1=CC=C2C=CC=3C(=CC=C4C=CC1=C2C34)N(C3=CC=CC4=C3OC3=C4C=CC=C3C3=CC=CC=C3)C3=CC=CC=C3)C3=CC=CC4=C3OC3=C4C=CC=C3C3=CC=CC=C3 N1,N6-diphenyl-N1,N6-bis(6-phenyldibenzofuran-4-yl)pyrene-1,6-diamine